ClC1=C(C=CC(=C1)F)COC1=CC2=C([C@@]3(CCN([C@@H]3CC2)C(=O)C2CCN(CC2)C(C)=O)S(=O)(=O)C2=CC=C(C=C2)F)C=C1 1-{4-[(3aR,9bR)-7-[(2-chloro-4-fluorophenyl)methoxy]-9b-(4-fluorobenzenesulfonyl)-1H,2H,3H,3aH,4H,5H,9bH-benzo[e]indole-3-carbonyl]piperidin-1-yl}ethan-1-one